3,3-difluoro-1-(6-(2-methyl-1,3-benzoxazol-6-yl)thieno[2,3-b]pyridin-2-yl)cyclobutanol FC1(CC(C1)(O)C1=CC=2C(=NC(=CC2)C2=CC3=C(N=C(O3)C)C=C2)S1)F